tert-butyl (R)-(1-(8-((8-fluoro-2-methylimidazo[1,2-a]pyridin-6-yl)carbamoyl)-3-methoxyquinoxalin-5-yl)pyrrolidin-3-yl)(methyl)carbamate FC=1C=2N(C=C(C1)NC(=O)C=1C=CC(=C3N=C(C=NC13)OC)N1C[C@@H](CC1)N(C(OC(C)(C)C)=O)C)C=C(N2)C